1-(7Z,10Z,13Z,16Z-docosatetraenoyl)-2-(9Z-nonadecenoyl)-glycero-3-phospho-(1'-sn-glycerol) CCCCCCCCC/C=C\CCCCCCCC(=O)O[C@H](COC(=O)CCCCC/C=C\C/C=C\C/C=C\C/C=C\CCCCC)COP(=O)(O)OC[C@H](CO)O